COC1=C(CN(S(=O)(=O)C2=C(C=C(C=C2F)N2C[C@](CCC2)(CCC2=CC(=CC=C2)C(F)(F)F)N(C)C)F)C2=NOC=C2)C=CC(=C1)OC (R)-N-(2,4-dimethoxybenzyl)-4-(3-(dimethylamino)-3-(3-(trifluoromethyl)-phenethyl)piperidin-1-yl)-2,6-difluoro-N-(isoxazol-3-yl)benzenesulfonamide